ClC=1C(=C(C(=O)NC)C(=C(N1)C1=C(C=C(C=C1)F)F)NC(C(F)(F)F)=O)F 2-chloro-6-(2,4-difluorophenyl)-3-fluoro-N-methyl-5-(2,2,2-trifluoroacetamido)isonicotinamide